N=1N=C(N2C1CCCC2)C2=CC=CC(=N2)N 6-(5,6,7,8-tetrahydro-[1,2,4]triazolo[4,3-a]pyridin-3-yl)pyridin-2-amine